C(C)OC(\C(=C/C(=O)OCC)\C)=O Diethyl-(Z)-2-methylbut-2-endioat